ClC1=CC(=C2C(=N1)N(N=C2C(F)(F)F)C2COC2)CO (6-chloro-1-(oxetan-3-yl)-3-(trifluoromethyl)-1H-pyrazolo[3,4-b]pyridin-4-yl)methanol